COC(=O)C=1C=C2C(C(N(C2=CC1N)C)=O)(CC)CC 6-amino-3,3-diethyl-1-methyl-2-oxoindoline-5-carboxylic acid methyl ester